(1R,2S,5S)-3,8-bis(diphenylcarbamoyl)-3,8-diazabicyclo[3.2.1]octane-2-carboxylic acid C1(=CC=CC=C1)N(C(=O)N1[C@@H]([C@H]2CC[C@@H](C1)N2C(N(C2=CC=CC=C2)C2=CC=CC=C2)=O)C(=O)O)C2=CC=CC=C2